(3β,5α)-3,21-Dihydroxypregnan-20-one O[C@@H]1C[C@@H]2CC[C@H]3[C@@H]4CC[C@H](C(CO)=O)[C@]4(CC[C@@H]3[C@]2(CC1)C)C